N-(4-((S)-4-amino-3,3-dimethylpyrrolidin-1-yl)-2-((R)-tetrahydrofuran-3-yl)-2H-indazol-5-yl)-1-(2,6-difluorophenyl)-6-oxo-1,6-dihydropyridazine-3-carboxamide N[C@H]1C(CN(C1)C=1C2=CN(N=C2C=CC1NC(=O)C1=NN(C(C=C1)=O)C1=C(C=CC=C1F)F)[C@H]1COCC1)(C)C